tert-butyl (R)-4-((2-((tert-butoxycarbonyl)amino)-6-(1-methyl-1H-pyrazol-4-yl)pyrazolo[1,5-a]pyrazin-4-yl)oxy)azepane-1-carboxylate C(C)(C)(C)OC(=O)NC1=NN2C(C(=NC(=C2)C=2C=NN(C2)C)O[C@H]2CCN(CCC2)C(=O)OC(C)(C)C)=C1